CC1=NC(=CC(=C1B(O)O)C)C 2,4,6-TRIMETHYLPYRIDIN-3-YLBORONIC ACID